C1(=CC=CC=C1)NC1(CC1)C1=CC=CC=C1 phenylaminophenylcyclopropane